FC=1C(=CC(=C(C1)N[C@@H]1CN(CC1)C(=O)OC(C)(C)C)C)S(N(C=1N=CSC1)CC1=CC=C(C=C1)OC)(=O)=O tert-butyl (S)-3-((5-fluoro-4-(N-(4-methoxybenzyl)-N-(thiazol-4-yl)sulfamoyl)-2-methylphenyl)amino)pyrrolidine-1-carboxylate